C12(CCCCCCCC(CCC1)CC2)OC(C=C)=O acrylic bicyclo[7.3.2]Tetradecyl ester